N-[(6-Amino-5-hydroxy-2-pyridyl)sulfonyl]-2-(2,6-dimethylphenoxy)-6-(3-fluoro-5-isobutoxyphenyl)pyridin-3-carboxamid NC1=C(C=CC(=N1)S(=O)(=O)NC(=O)C=1C(=NC(=CC1)C1=CC(=CC(=C1)OCC(C)C)F)OC1=C(C=CC=C1C)C)O